FC1=CC2=C(N=C(S2)OCC2N(C3CC(C2C)C3)C(=O)C3=NC(=CC=C3N3N=CC=N3)C)C=C1 trans-6-fluoro-2-({4-methyl-2-[6-methyl-3-(2H-1,2,3-triazol-2-yl)pyridine-2-carbonyl]-2-azabicyclo[3.1.1]heptan-3-yl}methoxy)-1,3-benzothiazole